[Ar].[N] nitrogen argon